C(C)OC(C(=O)C1CS(C2=C(C=CC=C2C1=O)C(F)(F)F)(=O)=O)=O 2-(8-(trifluoromethyl)-1,1-dioxido-4-oxothiochroman-3-yl)-2-oxoacetic acid ethyl ester